7-(isopropylamino)-1H-indazol C(C)(C)NC=1C=CC=C2C=NNC12